Ethyl (2E)-2-{[4-(methylsulfonyl)phenyl]hydrazono}-3-oxopropanoate CS(=O)(=O)C1=CC=C(C=C1)N\N=C(\C(=O)OCC)/C=O